C[C@H]1C[C@@H](CN(C1)C(CC1[C@H]2CN(C[C@@H]12)C)=O)C1=NC2=C(C=CC=C2C=C1)C#N (trans-5-Methyl-1-[2-((1S,5R,6S)-3-methyl-3-aza-bicyclo[3.1.0]hex-6-yl)-acetyl]-piperidin-3-yl)-quinoline-8-carbonitrile